NC[C@H]1CN([C@H](CO1)CC1=CC=C(C=C1)Cl)C(=O)OC(C)(C)C tert-butyl (2S,5S)-2-(aminomethyl)-5-(4-chlorobenzyl)morpholine-4-carboxylate